C(C1=CC=CC=C1)N(S(=O)(=O)N1CCN(CC1)C=1C=NN2C1C=CC(=C2)C=2C=NN(C2)C)C N-benzyl-N-methyl-4-(6-(1-methyl-1H-pyrazol-4-yl)pyrazolo[1,5-a]pyridin-3-yl)piperazine-1-sulfonamide